1-Methyl-1-(2-methoxyethyl)pyrrolidinium tert-Butyl-(R)-2-(((methylsulfonyl)oxy)methyl)morpholine-4-carboxylate C(C)(C)(C)OC(=O)N1C[C@@H](OCC1)COS(=O)(=O)C.C[N+]1(CCCC1)CCOC